NC1=NC=C(C2=C1C(=C(N2C)C2=C(C=C(C=C2)NC(C(=C)C)=O)F)C2=C(C=C(C=C2)OC2=NC=CC(=N2)C)F)C#N N-(4-(4-amino-7-cyano-3-(2-fluoro-4-((4-methylpyrimidin-2-yl)oxy)phenyl)-1-methyl-1H-pyrrolo[3,2-c]pyridin-2-yl)-3-fluorophenyl)methacrylamide